4-(azetidin-1-ylcarbonyl)bicyclo[2.2.2]octane-1-carboxylic acid methyl ester COC(=O)C12CCC(CC1)(CC2)C(=O)N2CCC2